FC1=C(C(=O)N2CCN(CC2)CC2=C(N=C3N2C=CC=C3)C3=CC=C(C#N)C=C3)C=C(C=C1)OC 4-(3-{[4-(2-fluoro-5-methoxybenzoyl)piperazin-1-yl]methyl}imidazo[1,2-a]pyridin-2-yl)benzonitrile